5-(4-(2-((5-((5-fluoro-2-oxoindole-3-ylidene)methyl)-4-methyl-1H-pyrrol-3-yl)amino)-2-oxoethyl)piperazin-1-yl)-5-oxopentanamide FC=1C=C2C(C(NC2=CC1)=O)=CC1=C(C(=CN1)NC(CN1CCN(CC1)C(CCCC(=O)N)=O)=O)C